1-(4-chlorophenyl)-4-(4,4,5,5-tetramethyl-1,3,2-dioxaborolan-2-yl)-1H-pyrazole ClC1=CC=C(C=C1)N1N=CC(=C1)B1OC(C(O1)(C)C)(C)C